4-(3-bromophenyl)-5-fluoro-N-methylthiazol-2-amine BrC=1C=C(C=CC1)C=1N=C(SC1F)NC